COC1=C(C=C(C=N1)C1=CC=C2C(=NNC2=C1)C(=O)NC[2H])C(NC(C)C1=C(C=CC=C1)OC(F)(F)F)=O 6-[6-methoxy-5-({1-[2-(trifluoromethoxy)phenyl]ethyl}carbamoyl)pyridin-3-yl]-N-(deutero)methyl-1H-indazole-3-carboxamide